NC(CC=1C=C(C=CC1NC(=O)[C@@H]1CCC2N1C([C@H](CCC2)NC(=O)C2=CC1=C(S2)C=CC(=C1)C(F)(F)P(O)(O)=O)=O)C1=CC=CC=C1)=O ((2-(((3s,6S)-3-((3-(2-amino-2-oxoethyl)-[1,1'-biphenyl]-4-yl)carbamoyl)-5-oxooctahydro-1H-pyrrolo[1,2-a]azepin-6-yl)carbamoyl)benzo[b]thiophen-5-yl)difluoro-methyl)phosphonic acid